methyl [5-[3-(2,4-dimethylphenyl)-1H-pyrazol-1-yl]-2-methylbenzyl]carbamate CC1=C(C=CC(=C1)C)C1=NN(C=C1)C=1C=CC(=C(CNC(OC)=O)C1)C